FC1=C(C=CCN1C)N1CCN(CC1)CC=1C2=C(C=3N=C(C(NC3C1)=O)C)C=CC=C2 6-fluoro-N-methyl-5-(4-((2-methyl-3-oxo-3,4-dihydrobenzo[f]quinoxalin-6-yl)methyl)piperazin-1-yl)pyridine